tert-butyl-[3-[3,5-dimethyl-7-[(5-methylpyrazol-1-yl)methyl]-1-adamantyl]propoxy]-diphenyl-silane C(C)(C)(C)[Si](C1=CC=CC=C1)(C1=CC=CC=C1)OCCCC12CC3(CC(CC(C1)(C3)CN3N=CC=C3C)(C2)C)C